N-(2-fluoro-5-(trifluoromethyl)phenyl)-4-(2-(methylamino)-8,9-dihydroimidazo[1',2':1,6]pyrido[2,3-d]pyrimidin-6-yl)benzamide FC1=C(C=C(C=C1)C(F)(F)F)NC(C1=CC=C(C=C1)C1=CC2=C(N=C(N=C2)NC)N2C1=NCC2)=O